O1N=CC(=C1)C=1C=CC(=C(C1)NC1=NC=NC2=CC(=C(C=C12)OC1CCN(CC1)C(C=C)=O)OC)OC 1-(4-((4-((5-(isoxazol-4-yl)-2-methoxyphenyl)amino)-7-methoxy-quinazolin-6-yl)oxy)piperidin-1-yl)prop-2-en-1-one